C(C1=CC=CC=C1)N(C1CC2(C1)CC(C2)C(=O)OC)CC2=CC=CC=C2 methyl 2-(dibenzylamino)-spiro[3.3]heptane-6-carboxylate